methyl (R)-2-methyl-1-(1-(5-(methylamino)-1,3-dioxan-2-yl)ethyl)-1H-indole-3-carboxylate CC=1N(C2=CC=CC=C2C1C(=O)OC)[C@H](C)C1OCC(CO1)NC